FC(=C1C[C@]2(CCCN2C1)COC=1N=C(C2=C(N1)C(=C(N=C2)C2=CC(=CC1=CC=C(C(=C21)CC)F)O)F)N2C[C@@](CCC2)(O)C)F (R)-1-(2-(((R)-2-(difluoromethylene)hexahydro-1H-pyrrolizin-7a-yl)methoxy)-7-(8-ethyl-7-fluoro-3-hydroxynaphthalen-1-yl)-8-fluoropyrido[4,3-d]pyrimidin-4-yl)-3-methylpiperidin-3-ol